2-Fluoro-N-(7-fluoro-1-methyl-3-((5-(trifluoromethyl)thiophen-2-yl)ethynyl)-1H-indol-5-yl)acrylamide FC(C(=O)NC=1C=C2C(=CN(C2=C(C1)F)C)C#CC=1SC(=CC1)C(F)(F)F)=C